(S)-N-(1-(3-(difluoromethyl)-2-fluorophenyl)ethylidene)-2-methylpropane-2-sulfinamide FC(C=1C(=C(C=CC1)C(C)=N[S@@](=O)C(C)(C)C)F)F